C(C1=CC=CC=C1)OC1=C(C=C(C=C1)F)C1CCN(CC1)C1COC2(CN(C2)C(=O)OC(C)(C)C)C1 Tert-butyl 7-(4-(2-(benzyloxy)-5-fluorophenyl) piperidin-1-yl)-5-oxa-2-azaspiro[3.4]octane-2-carboxylate